ClC=1C=C2C=CN=C(C2=CC1)CC=O 2-(6-chloroisoquinolin-1-yl)acetaldehyde